C(C)(C)(C)OC(N1CCC(CC1)CCC1CC(CC(N1)C1=CC=C(C=C1)N1CCN(CC1)C(=O)OC(C)(C)C)Cl)O tert-butyl 4-{4-[6-(2-{1-[(tert-butoxy)(hydroxy)methyl]piperidin-4-yl}ethyl)-4-chloropiperidin-2-yl]phenyl}piperazine-1-carboxylate